[C@H](C)(CC)OC1=C(C(=O)OC2=CC=C(C=C2)C(=O)OC2=CC=C(C=C2)[N+](=O)[O-])C=CC(=C1)OC 4-((4-nitrophenoxy)carbonyl)phenyl (S)-2-(sec-butoxy)-4-methoxybenzoate